3-phosphonooxy-isovalerate P(=O)(O)(O)OC(CC(=O)[O-])(C)C